5h-[1,4]dithiino[2,3-c:5,6-c']dipyrrole-1,3,5,7(2h,6h)-tetraone C1(C2=C(C(N1)=O)SC1=C(C(NC1=O)=O)S2)=O